O1CCC=2C(=CC=CC12)O coumaran-4-ol